3-(1-menthoxy)butan C1(CCC(CC1)C(C)C)(C)OC(CC)C